BrC=1C=C2C(=NC1)N=C(N2C(C)C)C 6-bromo-1-isopropyl-2-methyl-1H-imidazo[4,5-b]pyridine